FC=1C=C(C=CC1OC)C(C)N (3-fluoro-4-methoxyphenyl)ethan-1-amine